ClC=1C=C(C=CC1Cl)C=1N(C(=CC(C1C(=O)O)=O)CN1N=C(C=C1O)C(F)(F)F)CC 2-(3,4-dichlorophenyl)-1-ethyl-6-[[5-hydroxy-3-(trifluoromethyl)pyrazol-1-yl]methyl]-4-oxo-pyridine-3-carboxylic acid